tert-Butyl (3-fluoro-5-(1H-pyrazol-3-yl)benzyl)carbamate FC=1C=C(CNC(OC(C)(C)C)=O)C=C(C1)C1=NNC=C1